1-((1R,5S,6s)-6-((4-amino-5-(7-chloro-2,2-difluorobenzo[d][1,3]dioxol-4-yl)-7-methyl-7H-pyrrolo[2,3-d]pyrimidin-6-yl)ethynyl)-3-azabicyclo[3.1.0]hexan-3-yl)prop-2-en-1-one NC=1C2=C(N=CN1)N(C(=C2C2=CC=C(C=1OC(OC12)(F)F)Cl)C#CC1[C@@H]2CN(C[C@H]12)C(C=C)=O)C